C1(=CC=C(C=C1)C1=CC=CC=2C3=C(SC21)C(=CC=C3)C3=CC=C(C=C3)C3=NC(=NC(=N3)C3=CC=CC=C3)C3=CC=CC=C3)C3=CC=CC=C3 2-{4-(6-(1,1'-biphenyl-4-yl)dibenzothiophene-4-yl)phenyl}-4,6-diphenyl-1,3,5-triazine